bis(4-carboxyphenoxy)m-terphenyl C(=O)(O)C1=CC=C(OC=2C(=C(C=CC2)C2=CC(=CC=C2)C2=CC=CC=C2)OC2=CC=C(C=C2)C(=O)O)C=C1